CN1CCN(CC1)C=1C=CC(=NC1)NC=1C=CC(=C2CNC(C12)=O)C1=CN=C2N1CCNC2 7-[[5-(4-methylpiperazin-1-yl)-2-pyridyl]amino]-4-(5,6,7,8-tetrahydro-imidazo[1,2-a]pyrazin-3-yl)isoindolin-1-one